(S)-8-(2-amino-6-((R)-2,2,2-trifluoro-1-(4'-isopropoxy-3'-methyl-3-(3-methyl-1H-pyrazol-1-yl)-[1,1'-biphenyl]-4-yl)ethoxy)pyrimidin-4-yl)-2,8-diazaspiro[4.5]decane-3-carboxylic acid NC1=NC(=CC(=N1)N1CCC2(C[C@H](NC2)C(=O)O)CC1)O[C@@H](C(F)(F)F)C1=C(C=C(C=C1)C1=CC(=C(C=C1)OC(C)C)C)N1N=C(C=C1)C